COC(C1=C(C(=C(C=C1)[N+](=O)[O-])N)C(F)(F)F)=O 3-amino-4-nitro-2-(trifluoromethyl)benzoic acid methyl ester